C(C)(C)(C)OC(=O)N1C[C@H]2[C@@](CC1)(C(N(C2)C2=CC=C(C=C2)C(=O)OC)=O)F (3aS,7aS)-7a-fluoro-2-(4-(methoxycarbonyl)phenyl)-1-oxooctahydro-5H-pyrrolo[3,4-c]pyridine-5-carboxylic acid tert-butyl ester